(R,E)-N-(1-(3-amino-5-(trifluoromethyl)phenyl)ethyl)-2-methyl-6-styrylpyrido[3,4-d]pyrimidine-4-amine NC=1C=C(C=C(C1)C(F)(F)F)[C@@H](C)NC=1C2=C(N=C(N1)C)C=NC(=C2)\C=C\C2=CC=CC=C2